Prop-2-en-1-yl (2-{[(6S)-6-(hydroxymethyl)-5-azaspiro[2.4]hept-5-yl]carbonyl}-4-methoxy-5-{[tri(propan-2-yl)silyl]oxy}phenyl)carbamate OC[C@H]1N(CC2(CC2)C1)C(=O)C1=C(C=C(C(=C1)OC)O[Si](C(C)C)(C(C)C)C(C)C)NC(OCC=C)=O